4-chloro-2-(2-fluoropyridin-4-yl)-1H-pyrrolo[2,3-b]pyridine ClC1=C2C(=NC=C1)NC(=C2)C2=CC(=NC=C2)F